BrC=1C=C(C(=O)NC2=CC=C(C=C2)C(\C=C\C2=CC=C(C=C2)N(C)CCO)=O)C=CC1 3-Bromo-N-[4-[(E)-3-[4-[2-hydroxyethyl(methyl)amino]phenyl]prop-2-enoyl]phenyl]benzamide